8-amino-8-azabicyclo[3.2.1]octan-3-ol NN1C2CC(CC1CC2)O